tert-butyl 3-((4-(tert-butyl)phenyl)amino)piperidine-1-carboxylate C(C)(C)(C)C1=CC=C(C=C1)NC1CN(CCC1)C(=O)OC(C)(C)C